N1-(1-Allyl-1H-imidazol-2-ylmethyl)-N1-(S)-5,6,7,8-tetrahydro-quinolin-8-yl-butane-1,4-diamine C(C=C)N1C(=NC=C1)CN(CCCCN)C1CCCC=2C=CC=NC12